N1(CCCCC1)C1=CC(C2=C(O1)C(=C(S2)C)C(C)O)=O 5-(Hexahydropyridin-1-yl)-3-(1-hydroxyethyl)-2-methyl-7H-thieno[3,2-b]pyran-7-one